Ethyl 2-((5R,7R)-7-isopropyl-2,2,3,3-tetramethyl-8-((2S,3S)-3-methyl-2-((R)-1-methylpiperidine-2-carboxamido)pentanoyl)-4,9-dioxa-8-aza-3-silatetradecan-5-yl)thiazole-4-carboxylate C(C)(C)[C@@H](C[C@@H](O[Si](C(C)(C)C)(C)C)C=1SC=C(N1)C(=O)OCC)N(OCCCCC)C([C@H]([C@H](CC)C)NC(=O)[C@@H]1N(CCCC1)C)=O